7-methoxy-2-(4-(methylamino)butyl)-3-neopentylquinazolin-4(3H)-one bis-hydrochloride salt Cl.Cl.COC1=CC=C2C(N(C(=NC2=C1)CCCCNC)CC(C)(C)C)=O